FC1=C(C=CC=C1)C1=CC=C(C=C1)CCCNC(=O)C=1C=NC(=NC1)C N-(3-(2'-fluoro-[1,1'-biphenyl]-4-yl)propyl)-2-methylpyrimidine-5-carboxamide